O[C@@H](C)C1=NC=2C(=C3C(=NC2)NC=C3)N1N1CCC(CC1)CC#N (S)-2-(1-(2-(1-hydroxyethyl)imidazo[4,5-d]pyrrolo[2,3-b]pyridine-1(6H)-yl)piperidin-4-yl)acetonitrile